C(C)(C)(C)S(=O)(=O)N1CCC2=C1N=C(N=C2)NC(OCC2C1=CC=CC=C1C=1C=CC=CC21)=O (9H-fluoren-9-yl)methyl (7-(tert-butylsulfonyl)-6,7-dihydro-5H-pyrrolo[2,3-d]pyrimidin-2-yl)carbamate